N,N-dimethylbiphenyl-2-amine CN(C=1C(=CC=CC1)C1=CC=CC=C1)C